2,2,2-trifluoro-1-[1'-(5-isopentyloxypyridine-2-carbonyl)-2,4-dimethyl-spiro[3,4-dihydropyrrolo[1,2-a]pyrazine-1,4'-piperidine]-6-yl]ethanone FC(C(=O)C1=CC=C2N1C(CN(C21CCN(CC1)C(=O)C1=NC=C(C=C1)OCCC(C)C)C)C)(F)F